acryloyloxy-2,2,6,6-tetramethylpiperidin C(C=C)(=O)ON1C(CCCC1(C)C)(C)C